2-(3,5-dichloro-4-((2-(6-chloropyridin-3-yl)-4-methylquinolin-6-yl)oxy)phenyl)-3,5-dioxo-2,3,4,5-tetrahydro-1,2,4-triazine-6-carbonitrile ClC=1C=C(C=C(C1OC=1C=C2C(=CC(=NC2=CC1)C=1C=NC(=CC1)Cl)C)Cl)N1N=C(C(NC1=O)=O)C#N